4-acetyl-1-(4-cyanophenyl)-5-methyl-1H-pyrrole-2-carbonitrile C(C)(=O)C=1C=C(N(C1C)C1=CC=C(C=C1)C#N)C#N